3-(5-bromo-2-oxo-1,2-dihydropyridin-1-yl)-1λ6-thiacyclobutane-1,1-dione BrC=1C=CC(N(C1)C1CS(C1)(=O)=O)=O